ClC1=C(C(=CC(=N1)C(=O)O)OC)[N+](=O)[O-] 6-chloro-4-methoxy-5-nitropicolinic acid